lead oxide copper salt [Cu].[Pb]=O